BrC1=C(N(C2=NC=CC=C21)S(=O)(=O)C2=CC=C(C)C=C2)C 3-bromo-2-methyl-1-tosyl-1H-pyrrolo[2,3-b]pyridine